2-cyclopropyl-4-methylthiazole-5-sulfonyl chloride C1(CC1)C=1SC(=C(N1)C)S(=O)(=O)Cl